CC1(OB(OC1(C)C)C1=CC=C(C=C1)C=1N(C2=CC=CC=C2C1)C(=O)OC(C)(C)C)C tert-butyl 2-(4-(4,4,5,5-tetramethyl-1,3,2-dioxaborolan-2-yl)phenyl)-1H-indole-1-carboxylate